IC1=CN(C2=NC=C(C=C21)NC(C=C)=O)C N-(3-iodo-1-methyl-1H-pyrrolo[2,3-b]pyridin-5-yl)acrylamide